C(CCCCCCCCCCCCCCCCC)[NH-] monostearylamide